C1=NC=CC2=CC=CC(=C12)C=1SC=C(N1)CC(=O)OCC Ethyl 2-(2-(Isoquinolin-8-yl)Thiazol-4-yl)Acetate